C(CCCCCCC\C=C/CCCCCCCC)(=O)NCCCCNC(OC(C)(C)C)=O tert-butyl (4-oleamidobutyl)carbamate